norbornenylethyldimethylethoxysilane C12(C=CC(CC1)C2)CC[Si](OCC)(C)C